ClC1=CC=C(C=C1)C1(OC(=C(C1=O)OC(C)=O)N)C 2-(4-chlorophenyl)-2-methyl-4-acetoxy-5-amino-3(2H)-furanone